CN([C@H](CNC(C[C@H](C(C)C)C1=CC=CC=C1)=O)CC1=CC2=C(NC(O2)=O)C=C1)C (R)-N-((S)-2-(dimethylamino)-3-(2-oxo-2,3-dihydrobenzo[d]oxazol-6-yl)propyl)-4-methyl-3-phenylpentanamide